N1(C=NC=C1)C1CN(C1)C=1C2=C(N=C(N1)OCC13CCCN3CCC1)C(=C(N=C2)C2=CC=CC1=CC=CC(=C21)Cl)F (3-(1H-imidazol-1-yl)azetidin-1-yl)-7-(8-chloronaphthalen-1-yl)-8-fluoro-2-((tetrahydro-1H-pyrrolizin-7a(5H)-yl)methoxy)pyrido[4,3-d]pyrimidine